2-[(2E)-2-(aminomethyl)-3-fluoroprop-2-en-1-yl]-4-[3-(8-methylquinolin-5-yl)phenyl]-2,4-dihydro-3H-1,2,4-triazol-3-one hydrochloride Cl.NC/C(/CN1N=CN(C1=O)C1=CC(=CC=C1)C1=C2C=CC=NC2=C(C=C1)C)=C\F